3-aminopiperidine-1-sulfonamide NC1CN(CCC1)S(=O)(=O)N